vinyl-2-ethylhexanoate C(=C)OC(C(CCCC)CC)=O